BrC1=C(C(=CC(=C1)F)C(NC1CC1)=O)NC(=O)[C@H]1OCCCC1 (S)-N-(2-bromo-6-(cyclopropylcarbamoyl)-4-fluorophenyl)tetrahydro-2H-pyran-2-carboxamide